C(C1=CC=CC=C1)OC1=C(N2C(C3=C(C=CC=C13)C#CC1=CC=CC=C1)=NC=N2)C(=O)NCC(=O)OCC ethyl (6-(benzyloxy)-10-(phenylethynyl)-[1,2,4]triazolo[5,1-a]isoquinoline-5-carbonyl)glycinate